C(CCC)OC(CCC)=O n-Butylbutyrat